C=CCCCCCCCCCC z-1-dodecene